(3-acetyl-5-(2-methylpyrimidin-5-yl)-1H-indazol-1-yl)acetic acid C(C)(=O)C1=NN(C2=CC=C(C=C12)C=1C=NC(=NC1)C)CC(=O)O